O=C1C=2C=CC=NC2C(C2=C1C(=C(O2)C2=CC=CC=C2)C(=O)OCC)=O Ethyl 4,9-dioxo-2-phenyl-4,9-dihydrofuro[3,2-g]quinoline-3-carboxylate